FC(C=1C=C(C=CC1F)C1=CC(=C(C=C1)OC)NC1=NC=NC2=CC(=C(C=C12)OC1CCN(CC1)C(C=C)=O)OC)F 1-(4-((4-((3'-(difluoromethyl)-4'-fluoro-4-methoxy-[1,1'-biphenyl]-3-yl)amino)-7-Methoxyquinazolin-6-yl)oxy)piperidin-1-yl)prop-2-en-1-one